5-fluoro-15,20-dimethoxy-17,17-dioxo-14-(trifluoromethyl)-10-oxa-17λ6-thia-4,18-diazatetracyclo[17.3.1.112,16.02,7]tetracosa-1(22),2(7),3,5,12,14,16(24),19(23),20-nonaen-11-one FC=1N=CC=2C3=CC=C(C(NS(C=4C(=C(C=C(C(OCCC2C1)=O)C4)C(F)(F)F)OC)(=O)=O)=C3)OC